FC=1C=C2C(C(COC2=CC1C1=CC(=CC=C1)F)(C)C)NC(O[C@@H]1CN2CCC1CC2)=O (S)-quinuclidin-3-yl (6-fluoro-7-(3-fluorophenyl)-3,3-dimethylchroman-4-yl)carbamate